C1[C@@H]([C@H](O[C@H]1N2C=NC3=C2N=C(NC3=O)N)CO)O The molecule is a purine 2'-deoxyribonucleoside having guanine as the nucleobase. It has a role as a Saccharomyces cerevisiae metabolite, a human metabolite, an Escherichia coli metabolite and a mouse metabolite. It is a purines 2'-deoxy-D-ribonucleoside and a purine 2'-deoxyribonucleoside. It derives from a guanosine.